C1(CC1)S(=O)(=O)NC=1SC=C(N1)C(C(=O)NC1=C(C=C(C=C1)C=1C=NC=C(C1)C(F)(F)F)F)(C)C 2-(2-(cyclopropanesulfonamido)thiazol-4-yl)-N-(2-fluoro-4-(5-(trifluoromethyl)pyridin-3-yl)phenyl)-2-methylpropanamide